4-chloro-3-(chlorosulfonyl)-5-nitrobenzoic acid ClC1=C(C=C(C(=O)O)C=C1[N+](=O)[O-])S(=O)(=O)Cl